Methyl 3-(3-acetoxypropyl)-6-chloro-7-(2-(iodomethyl)-4,5,6,7-tetrahydropyrazolo[1,5-a]pyridin-3-yl)-1-methyl-1H-indole-2-carboxylate C(C)(=O)OCCCC1=C(N(C2=C(C(=CC=C12)Cl)C=1C(=NN2C1CCCC2)CI)C)C(=O)OC